(((9aR,10S)-10-((R)-(2,3-difluorophenyl)(phenyl)methyl)-3,5-dioxo-3,5,8,9,9a,10-hexahydro-7H-pyrrolo[1',2':4,5]pyrazino[1,2-b]pyridazin-4-yl)oxy)methyl methyl carbonate C(OCOC1=C2N(N=CC1=O)[C@H]([C@@H]1N(C2=O)CCC1)[C@H](C1=CC=CC=C1)C1=C(C(=CC=C1)F)F)(OC)=O